1-isopropyl-3H-imidazo[4,5-b]pyridin-1-ium hexafluorophosphate F[P-](F)(F)(F)(F)F.C(C)(C)[N+]1=CNC2=NC=CC=C21